O=C1C=C(OC2=C(C(=CC=C12)CCC(=O)O)CCC(=O)O)C1=CC=CC=C1.C(C=C)(=O)N1CC(CC1)C=1N=C(N2C(=NC=CC21)N)C2=CC(=C(C(=O)NC1=NC=CC(=C1)C(F)(F)F)C=C2)C#N 4-(1-(1-acryloylpyrrolidin-3-yl)-5-aminoimidazo[1,5-c]pyrimidin-3-yl)-2-cyano-N-(4-(trifluoromethyl)pyridin-2-yl)benzamide 4-oxo-2-phenyl-4H-chromene-7,8-diyl-dipropionate